O1CC[C@H](C2=CC=CC=C12)N |o1:3| (R) or (S)-chroman-4-amine